C(C1=CC=CC=C1)(=O)NC[C@H]1S[C@H]([C@H]2[C@@H]1OC(O2)(C)C)N2C=C(C1=C2N=CN=C1N(C(OC(C)(C)C)=O)C(=O)OC(C)(C)C)C#C Tert-butyl (7-((3aR,4R,6R,6aS)-6-(benzamidomethyl)-2,2-dimethyltetrahydrothieno[3,4-d][1,3]dioxol-4-yl)-5-ethynyl-7H-pyrrolo[2,3-d]pyrimidin-4-yl)(tert-butoxycarbonyl)carbamate